C1NCC2=C(C=CC=C12)OC/C=C/C(=O)N(C)C (E)-4-(Isoindolin-4-yloxy)-N,N-dimethylbut-2-enamide